2-(2,6-dioxopiperidin-3-yl)-5-((3-(piperazin-1-yl)propyl)amino)isoindoline-1,3-dione O=C1NC(CCC1N1C(C2=CC=C(C=C2C1=O)NCCCN1CCNCC1)=O)=O